diethylaminoethanol CCN(CC)CCO